(2-chlorophenyl)-1-(pyrrolidin-1-yl)prop-2-en-1-one ClC1=C(C=CC=C1)C(C(=O)N1CCCC1)=C